3-({[(1R)-6-(3,4-dihydro-2H-1,4-benzoxazin-4-yl)-1,2,3,4-tetrahydronaphthalen-1-yl]methyl}amino)pyridine-4-carboxylic acid methyl ester COC(=O)C1=C(C=NC=C1)NC[C@@H]1CCCC2=CC(=CC=C12)N1CCOC2=C1C=CC=C2